C(C)OC(=O)C=1N=C(SC1C#CCO)NC(C)=O acetamido-5-(3-hydroxy-prop-1-yn-1-yl)-1,3-thiazole-4-carboxylic acid ethyl ester